ClC=1C=C(C=CC1)NC(=O)NC1=CC(=NC=C1)OC 1-(3-chlorophenyl)-3-(2-methoxypyridin-4-yl)urea